3,4-diaminobenzamidine hydrochloride Cl.NC=1C=C(C(=N)N)C=CC1N